C(C)C1OC2=C(C=C(C=C2CC1)NS(=O)(=O)CC)C1=CN(C(C2=CC=CC=C12)=O)C N-[2-ethyl-8-(2-methyl-1-oxoisoquinolin-4-yl)-3,4-dihydro-2H-chromen-6-yl]ethanesulfonamide